ClC1=CC2=C(C3=C(CN=C2C2=C(C=CC=C2F)F)C=NC(=N3)NC3=CC=C(C(=O)O)C=C3)C=C1 4-[[9-chloro-7-(2,6-difluorophenyl)-5H-pyrimido[5,4-d][2]benzoazepine-2-yl]amino]-benzoic acid